C[C@@H]1N(C[C@@H](C1)OS(=O)(=O)C1=CC=C(C=C1)C)C(=O)OC(C)(C)C tert-butyl (2S,4R)-2-methyl-4-[(4-methylbenzenesulfonyl)oxy]pyrrolidine-1-carboxylate